(S)-2-(4-(6-((4-cyanobenzyl)oxy)pyridin-2-yl)-2-fluorobenzyl)-1-(4,4-dimethyltetrahydrofuran-3-yl)-1H-benzo[d]imidazole-6-carboxylic acid C(#N)C1=CC=C(COC2=CC=CC(=N2)C2=CC(=C(CC3=NC4=C(N3[C@@H]3COCC3(C)C)C=C(C=C4)C(=O)O)C=C2)F)C=C1